(R)-1-((S)-7-((R)-1-Methoxyethyl)-7,8-dihydro-6H-pyrimido[5,4-b][1,4]oxazin-4-yl)-N-methylpyrrolidin-3-amine CO[C@H](C)[C@H]1NC2=C(OC1)C(=NC=N2)N2C[C@@H](CC2)NC